prop-2-yn-1-yl (3-benzoyl-4-(2-chloro-N-methylacetamido)phenyl)carbamate C(C1=CC=CC=C1)(=O)C=1C=C(C=CC1N(C(CCl)=O)C)NC(OCC#C)=O